O=C1NC(CCC1N1C(C2=CC=CC(=C2C1=O)NCC1=C(C=C(C=C1)CN1CCN(CC1)S(=O)(=O)CC)F)=O)=O 2-(2,6-dioxopiperidin-3-yl)-4-(4-((4-(ethylsulfonyl)piperazin-1-yl)methyl)-2-fluorobenzylamino)isoindoline-1,3-dione